FC1=CC(=CC2=C1N=C(S2)OC2=CC=C(C=C2)C(C(F)(F)F)(C)O)F 2-{4-[(4,6-difluoro-1,3-benzothiazol-2-yl)oxy]phenyl}-1,1,1-trifluoropropan-2-ol